1,1,1-trifluoro-2-(3-(2-(((3S,4S)-4-fluoropyrrolidin-3-yl)amino)pyrimidin-4-yl)-7-methoxyimidazo[1,2-a]pyridin-6-yl)propan-2-ol FC(C(C)(O)C=1C(=CC=2N(C1)C(=CN2)C2=NC(=NC=C2)N[C@H]2CNC[C@@H]2F)OC)(F)F